FC1=C(OC2C[C@@H]3[C@@H](CN(C3)CC(O)C3=CC=C(C=N3)O)C2)C(=CC=C1)F rac-6-(2-((3aR,5s,6aS)-5-(2,6-difluorophenoxy)hexahydrocyclopenta[c]pyrrol-2(1H)-yl)-1-hydroxyethyl)pyridin-3-ol